methyl (E)-1-benzoyl-2-styrylindoline-5-carboxylate C(C1=CC=CC=C1)(=O)N1C(CC2=CC(=CC=C12)C(=O)OC)\C=C\C1=CC=CC=C1